(S)-(5-fluoro-1-((R)-5-(pyridin-2-yl)-2,3-dihydro-1H-indene-2-carbonyl)indolin-6-yl)(methyl)(methylimino)-λ6-sulfanone FC=1C=C2CCN(C2=CC1[S@](=O)(=NC)C)C(=O)[C@@H]1CC2=CC=C(C=C2C1)C1=NC=CC=C1